[N+](=O)([O-])C=1C=C(C=CC1)CC(C1=C(C=CC=C1)C(C(=O)[O-])=COC)=NO 2-{2-[(3-nitrophenyl) methyl oximinomethyl] phenyl}-3-methoxyacrylate